NC1=CC=CC(=N1)S(=O)(=O)NC(=O)C=1C(=NC(=CC1)CC1=CC=CC=C1)OC1=C(C=C(C=C1C)C)C N-[(6-Amino-2-pyridyl)sulfonyl]-6-benzyl-2-(2,4,6-trimethylphenoxy)pyridin-3-carboxamid